3,7-dimethyloctan-2,6-diene-1-ol CC(=CCO)CCC=C(C)C